methyl 5-(5-{(1S)-1-[3-(1-cyanocyclopropyl)-5-(trifluoromethoxy)benzamido] ethyl}-3-cyclopropyl-1H-1,2,4-triazol-1-yl)pyrazine-2-carboxylate C(#N)C1(CC1)C=1C=C(C(=O)N[C@@H](C)C2=NC(=NN2C=2N=CC(=NC2)C(=O)OC)C2CC2)C=C(C1)OC(F)(F)F